1,6-diisocyanato-3-(isocyanatomethyl)cyclohexane N(=C=O)C1CC(CCC1N=C=O)CN=C=O